C(#N)C=1NC2=C(C=C(C=C2C1)C)S(=O)(=O)N(C)CC(=O)NC1=CC(=NC=C1)OC 2-(2-cyano-N,5-dimethyl-1H-indole-7-sulfonamido)-N-(2-methoxypyridin-4-yl)acetamide